The molecule is a dicarboxylic acid dianion obtained by deprotonation of both carboxy groups of 3-hydroxysebacic acid. It is a 3-hydroxysebacate, a dicarboxylic acid dianion and a 3-hydroxydicarboxylate(2-). It is a conjugate base of a 3-hydroxysebacic acid. C(CCCC(=O)[O-])CCC(CC(=O)[O-])O